(S)-N-(1-(4-bromo-2-methylphenyl)-2,2,2-trifluoroethyl)-N-methylcyclobutanecarboxamide BrC1=CC(=C(C=C1)[C@@H](C(F)(F)F)N(C(=O)C1CCC1)C)C